(S)-3-(isoquinolin-4-yl)-1-(2-methyl-5-(trifluoromethyl)phenyl)-2-oxoimidazoline-4-carbonitrile C1=NC=C(C2=CC=CC=C12)N1C(N(C[C@H]1C#N)C1=C(C=CC(=C1)C(F)(F)F)C)=O